2,3-dihydro-1H-imidazo[1,5-a]imidazole N1C=2N(CC1)C=NC2